C(C)N(C1=CC=C(C=C1)N(C1=CC=C(C=C1)C(C#C)(O)C1=CC=CC=C1)C1=CC=C(C=C1)N(CC)CC)CC 1-(4-bis(4-diethylaminophenyl)aminophenyl)-1-phenylpropan-2-ynol